6'-fluorospiro[cyclobutane-1,3'-indoline] FC1=CC=C2C3(CNC2=C1)CCC3